4-(6-chloro-8-fluoro-4-(5-methyl-1,2,3,6-tetrahydropyridin-4-yl)-2-(((S)-1-methylpyrrolidin-2-yl)methoxy)quinazolin-7-yl)benzo[d]thiazol-2-amine ClC=1C=C2C(=NC(=NC2=C(C1C1=CC=CC2=C1N=C(S2)N)F)OC[C@H]2N(CCC2)C)C=2CCNCC2C